C(C1=CC=CC=C1)N1C2=NC=NC(=C2N=C1C1=C(C=C(OCC(=O)NCCO)C=C1)Cl)OC1(CC1)C 2-(4-(9-benzyl-6-(1-methylcyclopropoxy)-9H-purin-8-yl)-3-chlorophenoxy)-N-(2-hydroxyethyl)acetamide